Cl.OC1CN(C1)C 3-hydroxy-1-methylazetidine hydrochloride